6'-Methoxy-3',4'-dihydro-1'H-spiro[cyclobutane-1,2'-naphthalene]-1'-one COC=1C=C2CCC3(C(C2=CC1)=O)CCC3